N-(3-(pyrrolidin-1-yl)propyl)pyrazolo[1,5-a]pyridine-3-carboxamide N1(CCCC1)CCCNC(=O)C=1C=NN2C1C=CC=C2